beta-keto-propionaldehyde O=CCC=O